NC1=CC=C2C(CCOC2=C1)=O 7-aminochroman-4-one